N[C@@H](COCC(C)(C)S(=O)(=O)C1(CC1)CN1C(C2=C(CC1)C(=NN2C)C(=O)NCC2=CC=C(C=C2)C#N)=O)C |o1:1| (R)- or (S)-6-((1-((1-(2-Aminopropoxy)-2-methylpropan-2-yl)sulfonyl)cyclopropyl)methyl)-N-(4-cyanobenzyl)-1-methyl-7-oxo-4,5,6,7-tetrahydro-1H-pyrazolo[3,4-c]pyridine-3-carboxamide